N,N-dimethyl-N-octadecanoyl-benzylammonium chloride [Cl-].C[N+](C(CCCCCCCCCCCCCCCCC)=O)(C)CC1=CC=CC=C1